(P)-3-chloro-4-((5-fluoropyrimidin-4-yl)methoxy)-2'-(2-(2-hydroxypropan-2-yl)-5-methylpyrimidin-4-yl)-5',6-dimethyl-2H-[1,4'-bipyridin]-2-one ClC=1C(N(C(=CC1OCC1=NC=NC=C1F)C)C1=CC(=NC=C1C)C1=NC(=NC=C1C)C(C)(C)O)=O